C1(CC1)C(=O)N1[C@H]([C@H](CCC1)NS(=O)(=O)C)COC1C(CN(CC1)C1=NC=CC=N1)(F)F N-(cis-1-(cyclopropylcarbonyl)-2-(((3,3-difluoro-1-(pyrimidin-2-yl)piperidin-4-yl)oxy)methyl)piperidin-3-yl)methanesulfonamide